ClC1=CC=C(C=C1)C=1N=C2N(C=CC=C2)C1CN1CC2CCC(C1)N2C(=O)N(C)C(C)C 3-{[2-(4-Chlorophenyl)imidazo[1,2-a]pyridin-3-yl]methyl}-N-isopropyl-N-methyl-3,8-diazabicyclo[3.2.1]octan-8-carboxamid